COC1=C2C=CC=C(C2=CC=C1)C(C(/C=C/C1(CC1)N1C(C2=CC=CC=C2C1=O)=O)=O)C (E)-2-(1-(4-(5-methoxynaphthalen-1-yl)-3-oxopent-1-en-1-yl)cyclopropyl)isoindoline-1,3-dione